BrC=1C(=NC=C(C(=O)NC2=CC=C(C=C2)OCCC2=CC=CC=C2)C1)Cl 5-bromo-6-chloro-N-(4-phenethoxyphenyl)nicotinamide